CC1=NC(=CC=C1O[C@@H]1C[C@H](CCC1)C(=O)O)C=1N=NN(C1CNC(=O)OCC1C(C1)C)C (1S,3S)-3-((2-methyl-6-(1-methyl-5-(((((2-methylcyclopropyl)methoxy)carbonyl)amino)methyl)-1H-1,2,3-triazol-4-yl)pyridin-3-yl)oxy)cyclohexane-1-carboxylic acid